O=CCS\C(\NC1=CC=CC=C1)=N/C(OCC)=O (Z)-ethyl (((2-oxoethyl)thio)(phenylamino)methylene)carbamate